NC1=NC=NC=2N(C3=C(C=C(C=C3C21)OC)OC)CC(=O)O 2-(4-amino-6,8-dimethoxy-9H-pyrimido[4,5-b]indol-9-yl)acetic acid